C(C)(C)(C)OC(=O)N1CCN(CC1)C1=C(C=CC=C1)NS(=O)(=O)C1=C(C=CC(=C1)C)C.ClC(C(=O)N1C2(N(CC(C1)(C)C)CCC2)C)Cl 1-dichloroacetyl-hexahydro-3,3,8a-trimethylpyrrolo[1,2-a]pyrimidin tert-butyl-4-(2-((2,5-dimethylphenyl)sulfonamido)phenyl)piperazine-1-carboxylate